1-(3,5-dichloropyridin-2-yl)cyclopropane-1-carboxamide ClC=1C(=NC=C(C1)Cl)C1(CC1)C(=O)N